7,8-dichloro-6-(2,6-difluorophenyl)-4-methyl-4H-[1,2,4]triazolo[1,5-a][1,4]benzodiazepine-2-Sulfonyl chloride ClC1=C(C=CC2=C1C(=NC(C=1N2N=C(N1)S(=O)(=O)Cl)C)C1=C(C=CC=C1F)F)Cl